4-(4-(6-methyl-3-(7-(4-methyl-2H-1,2,3-triazol-2-yl)-1,8-naphthyridin-4-yl)imidazo[1,2-b]pyridazin-7-yl)benzyl)morpholine CC=1C(=CC=2N(N1)C(=CN2)C2=CC=NC1=NC(=CC=C21)N2N=CC(=N2)C)C2=CC=C(CN1CCOCC1)C=C2